ClC1=C(C(=CC=C1)Cl)N1CC(C1)C1=CC(=C(CN2CCC(CC2)(C(=O)OC)C)C(=C1)C)C methyl 1-(4-(1-(2,6-dichlorophenyl) azetidin-3-yl)-2,6-dimethylbenzyl)-4-methylpiperidine-4-carboxylate